[Ca+2].C(CCC#CC)(=O)[O-].C(CCC#CC)(=O)[O-] hex-4-ynoic acid calcium salt